5-acetyl-N-[3-fluoro-4-[(7-methoxy-1,5-naphthyridin-4-yl)oxy]phenyl]-1-(4-fluorophenyl)-6-methyl-2-oxopyridine-3-carboxamide C(C)(=O)C=1C=C(C(N(C1C)C1=CC=C(C=C1)F)=O)C(=O)NC1=CC(=C(C=C1)OC1=CC=NC2=CC(=CN=C12)OC)F